trans-N-(2-(4,4-difluorocyclohexyl)-4-(2,5-difluorophenyl)pyridin-3-yl)-2-((1r,3r)-3-fluorocyclobutoxy)pyrimidine-5-carboxamide FC1(CCC(CC1)C1=NC=CC(=C1NC(=O)C=1C=NC(=NC1)O[C@@H]1C[C@H](C1)F)C1=C(C=CC(=C1)F)F)F